CC(CC(=O)N1CC(C1)N1C(C2=CC=CC(=C2C1=O)[N+](=O)[O-])=O)(C)C 2-(1-(3,3-dimethylbutanoyl)azetidin-3-yl)-4-nitroisoindoline-1,3-dione